((6-cyano-1-methyl-2-oxo-1,2-dihydro-1,5-naphthyridin-4-yl)(cyclopropylmethyl)amino)-[1,1'-biphenyl]-4-carboxamide C(#N)C=1N=C2C(=CC(N(C2=CC1)C)=O)N(CC1CC1)C1=C(C=CC(=C1)C(=O)N)C1=CC=CC=C1